NC1=C(C=2C(=NC=C(C2S1)F)C=1C2=C(C=3C=NC(=NC3C1F)N1C[C@]3(CCCN3C)CC1)COC2)C#N 2-Amino-7-fluoro-4-(5-fluoro-3-((S)-1-methyl-1,7-diazaspiro[4.4]-nonan-7-yl)-7,9-dihydro-furo[3,4-f]quinazolin-6-yl)thieno[3,2-c]pyridine-3-carbonitrile